N-{N-{4-[N-(2-methyl-4-oxo-3,4,7,8-tetrahydro-6H-cyclopenta[g]quinazolin-6-yl)-N-(prop-2-ynyl)amino]benzoyl}-L-γ-glutamyl}-D-glutamic acid CC1=NC2=CC3=C(C=C2C(N1)=O)C(CC3)N(CC#C)C3=CC=C(C(=O)N[C@@H](CCC(=O)N[C@H](CCC(=O)O)C(=O)O)C(=O)O)C=C3